(4-((3-chloro-1,4-diphenoxy-1,4-dihydronaphthalen-2-yl)amino)phenyl)picolinamide benzyl-2-((benzyloxycarbonyl)oxy)-5-aminobenzoate C(C1=CC=CC=C1)OC(C1=C(C=CC(=C1)N)OC(=O)OCC1=CC=CC=C1)=O.ClC1=C(C(C2=CC=CC=C2C1OC1=CC=CC=C1)OC1=CC=CC=C1)NC1=CC=C(C=C1)C=1C(=NC=CC1)C(=O)N